2-(chloromethyl)-1-ethyl-1H-benzimidazole ClCC1=NC2=C(N1CC)C=CC=C2